CC1(C(N(C2=CC(=CC=C12)C1=CC2=C(C(=N1)NC=1C(=CC(=C(C(=O)NCC)C1)C)F)N(C=N2)C(C)C)C2CC(C2)(N2CCCCC2)C)=O)C 5-((6-(3,3-dimethyl-1-((1s,3s)-3-methyl-3-(piperidin-1-yl)cyclobutyl)-2-oxoindolin-6-yl)-3-isopropyl-3H-imidazo[4,5-c]pyridin-4-yl)amino)-N-ethyl-4-fluoro-2-methylbenzamide